trans-N-(4-(1,3-dimethyl-1H-pyrazol-4-yl)-1-methylpyrrolidin-3-yl)-2,2-dimethyl-3-((3-(trifluoromethyl)pyridin-2-yl)oxy)propanamide CN1N=C(C(=C1)[C@H]1[C@@H](CN(C1)C)NC(C(COC1=NC=CC=C1C(F)(F)F)(C)C)=O)C